ClC=1C=C(C(=O)OC)C(=CN1)\C=C\CC(=O)OC methyl (E)-2-chloro-5-(4-methoxy-4-oxobut-1-en-1-yl)isonicotinate